4-fluoro-N,2-dimethyl-5-[[(1S)-1-(2-pyrimidin-2-yl-1,2,4-triazol-3-yl)ethyl]carbamoylamino]benzamide FC1=CC(=C(C(=O)NC)C=C1NC(N[C@@H](C)C=1N(N=CN1)C1=NC=CC=N1)=O)C